F[C@H]1CN(CC[C@H]1OC)C1=NC=CC(=N1)NC=1N=CC2=C(C=C(C(=C2C1)C(C)C)C1CN(C1)C(C=C)=O)N1CC(C1)CS(=O)(=O)C 1-(3-(3-((2-((3S,4R)-3-fluoro-4-methoxypiperidin-1-yl)pyrimidin-4-yl)amino)-5-isopropyl-8-(3-((methylsulfonyl)methyl)azetidin-1-yl)isoquinolin-6-yl)azetidin-1-yl)prop-2-en-1-one